P(=O)(OC(C(C(C(C(C(C(C(F)(F)F)(F)F)(F)F)(F)F)(F)F)(F)F)(F)F)(F)F)([O-])[O-].[K+].[K+] Potassium perfluorooctyl phosphate